ClC=1C=NC(=NC1)OC=1C=CC=C2C(=NN(C12)CCCC(F)(F)F)C(F)(F)F 7-(5-chloropyrimidin-2-yl)oxy-1-(4,4,4-trifluorobutyl)-3-(trifluoromethyl)indazole